6-(4-chlorophenyl)-2-(2-aminopyridin-4-yl)pyrimidine-4-carboxylic acid ClC1=CC=C(C=C1)C1=CC(=NC(=N1)C1=CC(=NC=C1)N)C(=O)O